Piperidine-4-carboxylic acid ((R)-7-benzyloxy-2,3-dihydro-benzo[1,4]dioxin-2-ylmethyl)-amide C(C1=CC=CC=C1)OC=1C=CC2=C(O[C@@H](CO2)CNC(=O)C2CCNCC2)C1